triethyl undec-1-ene-1,3,3-tricarboxylate C(=CC(CCCCCCCC)(C(=O)OCC)C(=O)OCC)C(=O)OCC